NC1=C(C(=NN1C(C)C)C1=NC=C(N=C1)CC(=O)NC1=NOC(=C1)C(C)(C)C)C(=O)N 5-Amino-3-[5-[2-[(5-tert-butylisoxazol-3-yl)amino]-2-oxoethyl]pyrazin-2-yl]-1-isopropyl-pyrazole-4-carboxamide